R-2-((4-nitrophenylethyl)amino)-1-phenylethyl alcohol [N+](=O)([O-])C1=CC=C(C=C1)CCNC[C@@H](C1=CC=CC=C1)O